diethylenetriamine formate salt C(=O)O.NCCNCCN